ammonium thio-sulfate S(=S)(=O)([O-])[O-].[NH4+].[NH4+]